C1(=CC=C(C=C1)CN1N=CC2=CC(=CC(=C12)C(=O)NC1CC2(CC(C2)CC(=O)O)C1)F)C1=CC=CC=C1 (racemic)-2-(6-(1-([1,1'-biphenyl]-4-ylmethyl)-5-fluoro-1H-indazole-7-carboxamido)spiro[3.3]heptan-2-yl)acetic acid